rac-(1S*,2S*)-N-(6-((6-cyclopropyl-8-(3-methyl-2,4-dioxoimidazolidin-1-yl)imidazo[1,2-a]pyridin-2-yl)ethynyl)pyrimidin-4-yl)-2-(4-methylpyrimidin-2-yl)cyclopropane-1-carboxamide C1(CC1)C=1C=C(C=2N(C1)C=C(N2)C#CC2=CC(=NC=N2)NC(=O)[C@@H]2[C@H](C2)C2=NC=CC(=N2)C)N2C(N(C(C2)=O)C)=O |r|